1-[5-bromo-1-(oxazolidin-2-yl)pyrazole-3-carbonyl]-N-(4-methylcyclohexyl)piperidine-4-carboxamide BrC1=CC(=NN1C1OCCN1)C(=O)N1CCC(CC1)C(=O)NC1CCC(CC1)C